BrC1=C(C=C(C=C1)C(F)(F)F)CC#N 2-(2-bromo-5-(trifluoromethyl)phenyl)acetonitrile